5-amino-3-(4-(2-methoxy-2-oxoethyl)benzyl)-1,2,3-oxadiazol-3-ium chloride [Cl-].NC1=C[N+](=NO1)CC1=CC=C(C=C1)CC(=O)OC